Benzyl N-[(1S)-3-amino-1-(hydroxymethyl)propyl]carbamate hydrochloride Cl.NCC[C@@H](CO)NC(OCC1=CC=CC=C1)=O